CC=1C=C(C=C(C1OCCC)C)C=1C=C2CCC(C(C2=CC1F)NC([O-])=O)(C)C 6-(3,5-dimethyl-4-propoxyphenyl)-(7-fluoro-2,2-dimethyl-1,2,3,4-tetrahydronaphthalen-1-yl)carbamate